(E)-N'-(3,5-dimethoxybenzylidene)-6-methylpyrazine-2-carbohydrazide COC=1C=C(\C=N\NC(=O)C2=NC(=CN=C2)C)C=C(C1)OC